5-(cyclopropylmethoxy)-6-fluoro-2-methylbenzofuran-3-carboxylic acid C1(CC1)COC=1C(=CC2=C(C(=C(O2)C)C(=O)O)C1)F